2-[(3-bromophenyl)amino]-N-(2-phenoxypropyl)-Ethanimidamide BrC=1C=C(C=CC1)NCC(NCC(C)OC1=CC=CC=C1)=N